((1R,5S,6R)-3-benzyl-3-azabicyclo[3.1.0]hexane-6-yl)methanol C(C1=CC=CC=C1)N1C[C@H]2C([C@H]2C1)CO